IC1=CC=C(C=C1)S(=O)(=O)NC1=NOC(=C1)C1=CC=CC=C1 4-iodo-N-(5-phenylisoxazol-3-yl)benzenesulfonamide